C(C)(=O)C1=NN(C2=CC=C(C=C12)C=1C=NC=2N(C1)N=CC2)CC(=O)O (3-acetyl-5-(pyrazolo[1,5-a]pyrimidin-6-yl)-1H-indazol-1-yl)acetic acid